6-pentyloxymethoxy-1,3-dimethylhexylmagnesium chloride C(CCCC)OCOCCCC(CC(C)[Mg]Cl)C